O(C1=CC=CC=C1)CC=1C=C(C2=C(C=CO2)C1)C=1C=C(C=CC1)CN (3-(5-(phenoxymethyl)benzofuran-7-yl)phenyl)methanamine